C1(=CC=CC=C1)[C@H](C)NC1=CC(N(C(N1)=O)C=1C=NC=CC1)=O (S)-6-(1-phenylethylamino)-3-(pyridin-3-yl)pyrimidine-2,4(1h,3h)-dione